ClC1=CC(N(C=C1)C[C@@]1(CCN(CC12CCCC2)C(=O)OC(C)(C)C)O)=O tert-Butyl (S)-10-((4-chloro-2-oxopyridin-1(2H)-yl)methyl)-10-hydroxy-7-azaspiro[4.5]decane-7-carboxylate